NC=1C(=C(C=CC1F)N(S(=O)(=O)CCC)COCC[Si](C)(C)C)C#N N-(3-amino-2-cyano-4-fluorophenyl)-N-((2-(trimethylsilyl)ethoxy)-methyl)propane-1-sulfonamide